2,2,6,6-tetramethoxypiperidine-1-oxide COC1([NH+](C(CCC1)(OC)OC)[O-])OC